FC(C(=O)O)(F)F.COC(C[C@H]1C=2N(C3=C(C(=N1)C1=CC=C(C=C1)C1=CC(=CC=C1)COCC(=O)O)C(=C(S3)C)C)C(=NN2)C)=O ({4'-[(6S)-6-(2-methoxy-2-oxoethyl)-2,3,9-trimethyl-6H-thieno[3,2-f][1,2,4]triazolo[4,3-a][1,4]diazepin-4-yl][1,1'-biphenyl]-3-yl}methoxy)acetic acid trifluoroacetate